(R or S)-2-(6-(2-(5-chloro-2-fluoro-benzyl)-2H-tetrazol-5-yl)pyridin-2-yl)-2-hydroxypropane-1-sulfonamide ClC=1C=CC(=C(CN2N=C(N=N2)C2=CC=CC(=N2)[C@@](CS(=O)(=O)N)(C)O)C1)F |o1:18|